phospholane-1-oxide P1(CCCC1)=O